bis(cyclohexyl-4-hydroxy-2-methyl-phenyl)-2-hydroxyphenyl-methane C1(CCCCC1)C=1C(=C(C=CC1O)C(C1=C(C=CC=C1)O)C1=C(C(=C(C=C1)O)C1CCCCC1)C)C